5-(3-(4-chloro-3-(trifluoromethyl)phenyl)ureido)-2-methoxy-N-(1H-pyrazolo[3,4-b]pyridin-5-yl)benzamide ClC1=C(C=C(C=C1)NC(NC=1C=CC(=C(C(=O)NC=2C=C3C(=NC2)NN=C3)C1)OC)=O)C(F)(F)F